C(C)(C)(C)OC(=O)N1C2CN(CC1C2)C(C2=CC=C(C=C2)N)=O 3-(4-aminobenzoyl)-3,6-diazabicyclo[3.1.1]heptane-6-carboxylic acid tert-butyl ester